3-amino-N-(2-cyclopropyl-4-fluorophenyl)-3-methyl-N-(7-nitrobenzo[c][1,2,5]oxadiazol-4-yl)butanamide NC(CC(=O)N(C1=CC=C(C2=NON=C21)[N+](=O)[O-])C2=C(C=C(C=C2)F)C2CC2)(C)C